N-tert-butyl-4-[[2-[5-chloro-2-methoxy-4-(pyrrolidin-1-ylmethyl)phenyl]acetyl]amino]pyridine-2-carboxamide C(C)(C)(C)NC(=O)C1=NC=CC(=C1)NC(CC1=C(C=C(C(=C1)Cl)CN1CCCC1)OC)=O